C1(=CCC(CC1)CO)CO cyclohex-1,4-enedimethanol